CN(C(C#C[C@@H](C)NC(OC(C)(C)C)=O)=O)C tert-butyl N-[(1R)-4-(dimethylamino)-1-methyl-4-oxo-but-2-ynyl]carbamate